[Pd+2].ClC(C(C)(C)P(C(C)(C)C)C(C)(C)C)C(C)(C)C Chloro(tert-butyl)(tri-tert-butylphosphine) palladium (II)